(3R)-3-(4-Chlorophenyl)-2-[(3,5-difluoropyridin-2-yl)methyl]-4-fluoro-6-[1-hydroxy-1-(1-methyl-1H-pyrazol-4-yl)ethyl]-3-[(1-hydroxycyclopropyl)methoxy]-2,3-dihydro-1H-isoindol ClC1=CC=C(C=C1)[C@@]1(N(CC2=CC(=CC(=C12)F)C(C)(C=1C=NN(C1)C)O)CC1=NC=C(C=C1F)F)OCC1(CC1)O